4-(4-(difluoromethoxy)phenyl)-6-((2-((2R,6S)-2,6-dimethylmorpholino)-5-fluoropyrimidin-4-yl)amino)pyridazine-3-carboxylate FC(OC1=CC=C(C=C1)C1=C(N=NC(=C1)NC1=NC(=NC=C1F)N1C[C@H](O[C@H](C1)C)C)C(=O)[O-])F